methyl 2,4-dibromo-1-methyl-1H-imidazole-5-carboxylate BrC=1N(C(=C(N1)Br)C(=O)OC)C